C(CCC)C1(CO)CC=C(C=C1)CCCC p-dibutylhydroxytoluene